P1(=O)(OCC=2C(=CC=CC2)CO1)[O-] (xylylene) Phosphate